(S)-2-(6-(4-hydroxy-3-methoxyphenoxy)benzo[d]thiazol-2-yl)-4,5-dihydrothiazole-4-carboxylic acid OC1=C(C=C(OC2=CC3=C(N=C(S3)C=3SC[C@@H](N3)C(=O)O)C=C2)C=C1)OC